11,26-dioxa-16λ6-thia-13,14,17,22,28,34-hexaazaheptacyclo-[25.3.1.112,15.117,19.119,22.02,10.05,9]tetratriaconta-1(30),2,4,9,12,14,27(31),28-octaene-16,16-dioxide C=12C3=CC=C4CCCC4=C3OC3=NN=C(S(N4CC5(CCN(CCCOC(N=CC1)=C2)C5)C4)(=O)=O)N3